bis(3-cyclohexyl-6-hydroxyphenyl)-2-hydroxyphenylmethane C1(CCCCC1)C=1C=C(C(=CC1)O)C(C1=C(C=CC=C1)O)C1=CC(=CC=C1O)C1CCCCC1